FC1(CC(N(C1)C1CN(CC1)C)C(=O)NC=1C=CC=C2C(=CNC12)C1=NC(=NC=C1C)NC=1C(=NN(C1)C)OC)F 4,4-difluoro-N-(3-(2-((3-methoxy-1-methyl-1H-pyrazol-4-yl)amino)-5-methylpyrimidin-4-yl)-1H-indol-7-yl)-1'-methyl-[1,3'-bipyrrolidine]-2-carboxamide